OC1=CC=C(C=C2NC(N=C2)=O)C=C1 p-hydroxybenzylidene-imidazolone